(2S,4S)-4-((1H-imidazol-1-yl)methyl)-1-((9,9-difluoro-9H-fluorene-3-carbonyl)glycyl)-4-fluoropyrrolidine-2-carboxylic acid N1(C=NC=C1)C[C@]1(C[C@H](N(C1)C(CNC(=O)C=1C=CC=2C(C3=CC=CC=C3C2C1)(F)F)=O)C(=O)O)F